2-(4-bromo-5-chlorophenyl)-4,6-diphenyl-1,3,5-triazine BrC1=CC=C(C=C1Cl)C1=NC(=NC(=N1)C1=CC=CC=C1)C1=CC=CC=C1